3-Bromo-N,N-diphenylaniline C1=CC=C(C=C1)N(C2=CC=CC=C2)C3=CC(=CC=C3)Br